N[C@@H](CCCNC(OC(C)(C)C)=O)C=1C=NC(=CC1)N1N=CC(=C1)F Tert-butyl (S)-(4-amino-4-(6-(4-fluoro-1H-pyrazol-1-yl)pyridin-3-yl)butyl)carbamate